C(C=C)(=O)N1C(CN(CC1)C1=NC(=NC=2CC(CCC12)N1CC(CC2=CC=C(C=C12)F)F)N1CC(C1)N(C)C)CC#N 2-(1-acryloyl-4-(7-(3,7-difluoro-3,4-dihydroquinolin-1(2H)-yl)-2-(3-(dimethylamino)azetidin-1-yl)-5,6,7,8-tetrahydroquinazolin-4-yl)piperazin-2-yl)acetonitrile